trans-N1-((trans-4-(4-Methoxy-3-methylphenyl)cyclohexyl)methyl)-M-(3-(2-methoxythiazol-5-yl)phenyl)cyclohexane-1,4-dicarboxamide COC1=C(C=C(C=C1)[C@@H]1CC[C@H](CC1)CNC(=O)C1CC(C(CC1)C(=O)N)C1=CC(=CC=C1)C1=CN=C(S1)OC)C